N1C=C(C2=CC=CC=C12)C=1C(NC(C1C1=NC(=NC2=CC=CC=C12)N1CCN(CC1)C)=O)=O 3-(1H-indole-3-yl)-4-(2-(4-methylpiperazin-1-yl)quinazoline-4-yl)-1H-pyrrole-2,5-dione